1-[(4-methoxyphenyl)methyl]-2'-methyl-6'-(1-methyltriazol-4-yl)spiro[indolin-3,4'-piperidin]-2-one COC1=CC=C(C=C1)CN1C(C2(CC(NC(C2)C=2N=NN(C2)C)C)C2=CC=CC=C12)=O